FC1=C(N=CC2=C3C=4N([C@@H](COC4N=C12)[C@H]1N(CCC1)C)C([C@H]1CN[C@@H](CN13)C)=O)C1=CC=CC3=CC=CC(=C13)C (2R,4aR,6R)-10-fluoro-2-methyl-11-(8-methylnaphthalen-1-yl)-6-((S)-1-methylpyrrolidine-2-yl)-2,3,4,4a,6,7-hexahydro-8-oxa-3,5a,9,12,13c-pentazanaphtho[3,2,1-de]anthracene-5(1H)-one